10-methoxy-9,9-dimethyl-spiro[4.5]dec-2-en COC1C(CCCC12CC=CC2)(C)C